trans-Crotononitril C(\C=C\C)#N